COC=1C=C(C=C2C(=NC=NC12)NCC=1N=NC(=CC1)C)C=1SC(=CN1)C(F)(F)F 8-Methoxy-N-((6-methylpyridazin-3-yl)methyl)-6-(5-(trifluoromethyl)thiazol-2-yl)quinazolin-4-amine